5-chloro-2-methyl-1,6-naphthyridine-3-carboxylic acid ClC1=C2C=C(C(=NC2=CC=N1)C)C(=O)O